C(C=C)(=O)OC(C)CO α-(hydroxymethyl)ethyl acrylate